CC1(N(CCC(C1)C1=CC2=C(N(C(O2)=O)C)C=C1)C(=O)OC(C)(C)C)C tert-Butyl 2,2-dimethyl-4-(3-methyl-2-oxo-1,3-benzoxazol-6-yl)piperidine-1-carboxylate